methyl 2-(tert-butoxycarbonylamino)-2-spiro[3.3]heptan-2-ylidene-acetate C(C)(C)(C)OC(=O)NC(C(=O)OC)=C1CC2(C1)CCC2